ClC1=NC=NC=C1NC 4-chloro-5-methylaminopyrimidine